CN1C([C@H](COC2=C1C=CC=C2)NC(=O)C2=NN1C(CCCC1)=N2)=O |r| rac-(5S)-N-[rac-(3S)-5-methyl-4-oxo-2,3-dihydro-1,5-benzoxazepin-3-yl]-5,6,7,8-tetrahydro-[1,2,4]triazolo[1,5-a]pyridine-2-carboxamide